NC=1C=C(C(=NC1)N1C=NC(=C1)C(CSCCO)=O)F 1-(1-(5-amino-3-fluoropyridin-2-yl)-1H-imidazol-4-yl)-2-((2-hydroxyethyl)thio)ethan-1-one